C(C=C)(=O)N1[C@H](CN(CC1)C1=NC(=NC=2C[C@@H](CCC12)N1CCCC2=CC=C(C=C12)F)OC[C@H]1N(CC1)CC(F)(F)F)CC#N 2-((S)-1-Acryloyl-4-((R)-7-(7-fluoro-3,4-dihydroquinolin-1(2H)-yl)-2-(((S)-1-(2,2,2-trifluoroethyl)azetidin-2-yl)methoxy)-5,6,7,8-tetrahydroquinazolin-4-yl)piperazin-2-yl)acetonitrile